OCl oxylchloride